[Ga].[In].[Cu].[Cu].[Cu] tricopper indium gallium